4-Amino-7-bromo-3-(3-methyl-1,2,4-oxadiazol-5-yl)-1-phenyl-1,2-dihydroquinolin-2-one NC1=C(C(N(C2=CC(=CC=C12)Br)C1=CC=CC=C1)=O)C1=NC(=NO1)C